7-[6-chloro-5-methyl-3-(1-{[1-(trifluoromethyl)cyclopropyl]methyl}-1H-pyrazol-4-yl)pyridin-2-yl]imidazo[1,2-a]pyridine ClC1=C(C=C(C(=N1)C1=CC=2N(C=C1)C=CN2)C=2C=NN(C2)CC2(CC2)C(F)(F)F)C